Cl.C1(=CC=CC2=CC=CC=C12)C1C=2C(=C(N=C(C2CCN1)N1CCNCC1)N1CCN(CC1)C(CC)=O)C#N (naphthalen-1-yl)-1-(piperazin-1-yl)-3-(4-propionylpiperazin-1-yl)-5,6,7,8-tetrahydro-2,6-naphthyridine-4-carbonitrile hydrochloride